ClC1=NC(=C2N=CN(C2=N1)[C@H]1[C@H]([C@H](O)[C@H](O)CO1)F)N 2-chloro-9-(2-deoxy-2-fluoro-β-D-arabinosyl)adenine